CC1(CC=C(N)C=C1)C1=CC(=C(N)C=C1)C 1,3'-dimethylbenzidine